O1CCC2=C1C=CC(=C2)/C=C/C(=O)C2=CC=C(C=C2)SC (E)-3-(2,3-dihydrobenzofuran-5-yl)-1-(4-(methylthio)phenyl)prop-2-en-1-one